CC=1C=C2SC=3C=CC=CC3C(C2=CC1C)=O 6,7-dimethyl-thioxanthone